10-oxo-1,2,3,4,7,8,9,10-octahydropyrido[4',3':3,4]Pyrazolo[1,5-a]Pyrazine-7-carboxylic acid O=C1C=2N(C(CN1)C(=O)O)N=C1C2CNCC1